C(C1=CC=CC=C1)C1=NC(=NN1)C(=O)N[C@@H]1C(N(C2=C(OC1)C=CC(=C2)N2CC1(C2)CCOCC1)C)=O (S)-5-benzyl-N-(5-methyl-4-oxo-7-(7-oxa-2-azaspiro[3.5]nonan-2-yl)-2,3,4,5-tetrahydrobenzo[b][1,4]oxazepin-3-yl)-1H-1,2,4-triazole-3-carboxamide